[4-(2-ethoxy) benzylamino-2-pentyl] butyrate C(CCC)(=O)OC(C)CCCNCC1=CC=C(C=C1)OCC